CN1N=C(C=C1C1=CN=C(C(=N1)C(=O)OC)C)C methyl 6-(1,3-dimethylpyrazol-5-yl)-3-methylpyrazine-2-carboxylate